(5S,6S)-5-(4-(4-(dimethoxymethyl)piperidin-1-yl)phenyl)-8,8-difluoro-6-isopropyl-5,6,7,8-tetrahydronaphthalen-2-ol COC(C1CCN(CC1)C1=CC=C(C=C1)[C@H]1C=2C=CC(=CC2C(C[C@H]1C(C)C)(F)F)O)OC